BrC1=C(C(=CC=C1)C)CC#N 2-(2-bromo-6-methylphenyl)acetonitrile